NC1=C2N=CN(C2=NC(=N1)F)[C@H]1C[C@H]2OC(OCC3CCCCC3COC(OC[C@]2(O1)C#C)=O)=O (6R,8R,10R)-8-(6-amino-2-fluoro-purin-9-yl)-10-ethynyl-3,5,9,12,14-pentaoxatricyclo[14.4.0.06,10]icosane-4,13-dione